4-[1-[1-[2-(2,6-dioxo-3-piperidinyl)-1-oxo-isoindolin-5-yl]-4-piperidinyl]-1-methyl-ethyl]piperazine-1-carboxylic acid tert-butyl ester C(C)(C)(C)OC(=O)N1CCN(CC1)C(C)(C)C1CCN(CC1)C=1C=C2CN(C(C2=CC1)=O)C1C(NC(CC1)=O)=O